2-phenyl-4-methyl-1H-imidazole C1(=CC=CC=C1)C=1NC=C(N1)C